[Na+].[Na+].P(=O)(OC1=CC=C(C=C1)[N+](=O)[O-])([O-])[O-] p-Nitrophenyl phosphate disodium salt